2-ethyl-1-butylamine C(C)C(CN)CC